FC1=C(C=CC(=C1)F)C1=C(C=CC(N1CC)=O)N1N=CC(=C1)C 6-(2,4-difluorophenyl)-1-ethyl-5-(4-methyl-1H-pyrazol-1-yl)pyridin-2(1H)-one